5-((9H-fluoren-9-ylidene)amino)-5-phenylpentanenitrile C1=CC=CC=2C3=CC=CC=C3C(C12)=NC(CCCC#N)C1=CC=CC=C1